methyl 6-chloro-5-(2-methylpropoxy)pyrazine-2-carboxylate ClC1=C(N=CC(=N1)C(=O)OC)OCC(C)C